CNCCCN1C=2C=CC=CC2C=2C1=NC=1CCCCC1C2N 6-(3-(methylamino)propyl)-2,3,4,6-tetrahydro-1H-indolo[2,3-b]quinolin-11-amine